NC=1N=C(C2=C(N1)C=CN(C2=O)CC2=C(C=C(C=C2)CN2CCNCC2)OC)N[C@H](CO)CCC (S)-2-amino-4-((1-hydroxypentan-2-yl)amino)-6-(2-methoxy-4-(piperazin-1-ylmethyl)benzyl)pyrido[4,3-d]pyrimidin-5(6H)-one